4-fluoro-1-(4-hydroxy-2-methylbut-2-yl)-N,N-bis(4-methoxybenzyl)-1H-pyrazole-3-sulfonamide FC=1C(=NN(C1)C(C)(CCO)C)S(=O)(=O)N(CC1=CC=C(C=C1)OC)CC1=CC=C(C=C1)OC